bromoacetaldehyde 2,3-dimethyl-2-cyclopentenyl methyl acetal COC(CBr)OC1C(=C(CC1)C)C